C(C)(C)(C)OC(=O)N([C@@H](CC(C)C)C(=O)N[C@H](CC(=O)OCC1=CC=CC=C1)C(=O)OC)C 4-benzyl 1-methyl N-(tert-butoxycarbonyl)-N-methyl-L-leucyl-D-aspartate